C(CC)[Bi](S[Bi](CCC)(CCC)(CCC)CCC)(CCC)(CCC)CCC tetrapropyl-λ5-bismuthanylsulfanyl(tetrapropyl)-λ5-bismuthane